CN1N=CN=C1[C@]12CCC[C@H](N1C(=O)NC1=CC(=C(C=C1)C)C1=NN3C(C=N1)=CC=C3)C2 (1R,5S)-1-(1-methyl-1H-1,2,4-triazol-5-yl)-N-(4-methyl-3-(pyrrolo[2,1-f][1,2,4]triazin-2-yl)phenyl)-6-azabicyclo[3.1.1]heptane-6-carboxamide